6-(acetylamino)-N-(1-cyclobutyl-1H-pyrazol-4-yl)pyridine-2-carboxamide C(C)(=O)NC1=CC=CC(=N1)C(=O)NC=1C=NN(C1)C1CCC1